CC(C)(C)OC(=O)NC(=S)NC(=O)OC(C)(C)C diboc-thiourea